4-[(1S)-1-[(2,5-dimethylpyrimidin-4-yl)amino]ethyl]benzoic acid CC1=NC=C(C(=N1)N[C@@H](C)C1=CC=C(C(=O)O)C=C1)C